1-(1-methyl-1H-indazol-7-yl)-ethanamine CN1N=CC2=CC=CC(=C12)C(C)N